3,4-dinitro-1-(1,4-dioxaspiro[4.5]dec-8-yl)-1H-pyrazole [N+](=O)([O-])C1=NN(C=C1[N+](=O)[O-])C1CCC2(OCCO2)CC1